2-((3,5-dichloro-4-((4-isopropyl-5-oxo-4,5-dihydro-1,3,4-oxadiazol-2-yl)methyl)phenyl)amino)acetonitrile ClC=1C=C(C=C(C1CC=1OC(N(N1)C(C)C)=O)Cl)NCC#N